7-(1H-Imidazol-4-yl)-3-isopropyl-2-(4-(piperidin-1-yl)phenyl)imidazo[2,1-f][1,2,4]triazin-4(3H)-one N1C=NC(=C1)C1=CN=C2C(N(C(=NN21)C2=CC=C(C=C2)N2CCCCC2)C(C)C)=O